COC1=C(C=C(C=C1)N1C(CCC[C@H]1C1=NC2=C(N1[C@H]1CC3=C(N=C(S3)N)CC1)C=CC(=C2)C=2C(=NOC2C)C)=O)F (S)-1-(4-methoxy-3-fluorophenyl)-6-(5-(3,5-dimethylisoxazol-4-yl)-1-((R)-2-amino-4,5,6,7-tetrahydrobenzo[d]thiazol-6-yl)-1H-benzo[d]imidazol-2-yl)piperidin-2-one